2-[(7-amino-2-butyl-4-isopropoxy-imidazo[4,5-d]pyridazin-3-yl)methyl]propane-1,3-diol NC=1N=NC(=C2C1N=C(N2CC(CO)CO)CCCC)OC(C)C